BrCC(=O)C1=CC(=NN1CC)C 2-bromo-1-(1-ethyl-3-methyl-1H-pyrazol-5-yl)ethan-1-one